(R)-1-(6-fluoro-2-benzothiazolyl)-ethylamine methanesulfonate salt CS(=O)(=O)O.FC1=CC2=C(N=C(S2)[C@@H](C)N)C=C1